5-[6-(4,4-difluorobutoxy)-1-fluoro-3-hydroxy-5,6,7,8-tetrahydronaphthalen-2-yl]-1λ6,2,5-thiadiazolidine-1,1,3-trione FC(CCCOC1CC=2C=C(C(=C(C2CC1)F)N1CC(NS1(=O)=O)=O)O)F